(S)-methyl 2-(chloromethyl)-3-(oxetan-2-ylmethyl)-3H-imidazo[4,5-b]pyridine-5-carboxylate ClCC1=NC=2C(=NC(=CC2)C(=O)OC)N1C[C@H]1OCC1